(4-((3-(phenylthio)-1-propenyl)oxy)phenyl)methanol C1(=CC=CC=C1)SCC=COC1=CC=C(C=C1)CO